C(=O)C=1C=C2CCC(C2=CC1)=O 5-FORMYL-1-INDANONE